6-fluoro-2-(3-fluoro-5-(2H-1,2,3-triazol-2-yl)pyridin-2-yl)-7-(2,2,6,6-tetramethyl-1,2,3,6-tetrahydropyridin-4-yl)imidazo[1,2-a]pyrimidine FC=1C(=NC=2N(C1)C=C(N2)C2=NC=C(C=C2F)N2N=CC=N2)C=2CC(NC(C2)(C)C)(C)C